tert-butyl (2R,4S)-2-(((S)-1-(((5-((Z)-N'-hydroxycarbamimidoyl)thiophen-2-yl)methyl)amino)-1-oxopropan-2-yl)carbamoyl)-4-phenylpiperidine-1-carboxylate O\N=C(/N)\C1=CC=C(S1)CNC([C@H](C)NC(=O)[C@@H]1N(CC[C@@H](C1)C1=CC=CC=C1)C(=O)OC(C)(C)C)=O